6-chloro-3-(((R)-1-(2-cyano-3-((R)-3-fluoropyrrolidin-1-yl)-7-methylquinoxalin-5-yl)ethyl)amino)picolinic acid ClC1=CC=C(C(=N1)C(=O)O)N[C@H](C)C1=C2N=C(C(=NC2=CC(=C1)C)C#N)N1C[C@@H](CC1)F